O1CCC(CCC1)N1CCCC1 1-(oxepan-4-yl)pyrrolidin